C1N(CC12CNC2)C2=NC=CC(=N2)NC=2C=C1C=NNC1=CC2 N-(2-(2,6-diazaspiro[3.3]heptan-2-yl)pyrimidin-4-yl)-1H-indazol-5-amine